4-tert-butyl-cyclohexylmethylamine C(C)(C)(C)C1CCC(CC1)CN